BrC1=CC=C(C=C1)[C@]12[C@@](C3=NC=C(C=C3O1)Cl)([C@H]1[C@@H]([C@H]2C2=CC=CC=C2)CN1)O |r| rac-(2aS,3S,3aR,8bS,8cR)-3a-(4-bromophenyl)-6-chloro-3-phenyl-2a,3,3a,8c-tetrahydroazeto[3'',2'':4',5']cyclopenta[1',2':4,5]furo[3,2-b]pyridin-8b(2H)-ol